3-tert-butyl-1-[(2R)-2-methyl-3-oxo-4-[(1S)-1-phenylethyl]-2H-1,4-benzoxazin-7-yl]urea C(C)(C)(C)NC(NC1=CC2=C(N(C([C@H](O2)C)=O)[C@@H](C)C2=CC=CC=C2)C=C1)=O